[3-[3-[difluoro-[4-(trifluoromethyl)phenyl]methyl]-1-bicyclo[1.1.1]pentanyl]azetidin-1-yl]-[6-[3-(1-hydroxycyclopropyl)-1H-1,2,4-triazol-5-yl]-2-azaspiro[3.3]heptan-2-yl]methanone FC(C12CC(C1)(C2)C2CN(C2)C(=O)N2CC1(C2)CC(C1)C1=NC(=NN1)C1(CC1)O)(C1=CC=C(C=C1)C(F)(F)F)F